C(C)(C)OC1=CC=C(C=N1)[C@H](C)N (S)-1-(6-isopropoxypyridin-3-yl)ethan-1-amine